(1R,3S)-2,2,3-Trimethyl-3-phenylcyclobutan-1-ol CC1([C@@H](C[C@]1(C1=CC=CC=C1)C)O)C